C[C@]1(NC(C2=CC(=CC=C12)F)=O)CC=C methyl-(S)-1-allyl-5-fluoro-3-oxoisoindoline